FC1=C(C=C(C=C1)NC(=O)[C@@H]1[C@@H]([C@H]2CC[C@@H]1C2)NC(=O)C2=C(C=CC=1N=C(SC12)N1CC2C(C1)CCOC2)OC)C(F)(F)F N-((1S,2R,3S,4R)-3-((4-Fluoro-3-(trifluoromethyl)phenyl)carbamoyl)bicyclo[2.2.1]heptan-2-yl)-2-(hexahydropyrano[3,4-c]pyrrol-2(3H)-yl)-6-methoxybenzo[d]thiazole-7-carboxamide